(S)-4-(1-(3-(6-chloro-7-fluoro-3-(1H-imidazol-1-yl)-5-methoxy-1-methyl-1H-indol-2-yl)-1H-1,2,4-triazol-5-yl)-2-methoxyethyl)morpholine ClC1=C(C=C2C(=C(N(C2=C1F)C)C1=NNC(=N1)[C@@H](COC)N1CCOCC1)N1C=NC=C1)OC